FC=1C=C(C=NC1)[C@@H]1N(CCC1)C1=NC=2N(C=C1)N=CC2C(=O)N[C@H](CO)C 5-((R)-2-(5-fluoropyridin-3-yl)pyrrolidin-1-yl)-N-((S)-1-hydroxypropan-2-yl)pyrazolo[1,5-a]pyrimidine-3-carboxamide